O=C1N(C(CC1)=O)C(C(=O)O)CNC(=O)OCC1C2=CC=CC=C2C=2C=CC=CC12.C(C)N(C1=CC=CC=C1)CC N,N-Diethyl-aniline 2,5-dioxopyrrolidin-1-yl-3-((((9H-fluoren-9-yl)methoxy)carbonyl)amino)propanoate